N-(azetidin-3-yl)-1-phenyl-1H-indazole-6-carboxamide N1CC(C1)NC(=O)C1=CC=C2C=NN(C2=C1)C1=CC=CC=C1